6-fluoro-2-[(2R,4S)-2-fluoro-4-[[6-oxo-5-(trifluoromethyl)-1H-pyridazin-4-yl]amino]pentyl]-5-[5-(trifluoromethyl)pyrimidin-2-yl]isoindolin-1-one FC1=C(C=C2CN(C(C2=C1)=O)C[C@@H](C[C@H](C)NC=1C=NNC(C1C(F)(F)F)=O)F)C1=NC=C(C=N1)C(F)(F)F